ClC1=C(C=C(CC=2C=CC(=NC2)C2C(=NN(C(C2)=O)C)C(=O)N)C=C1)F (5-(4-chloro-3-fluorobenzyl)pyridin-2-yl)-1-methyl-6-oxo-1,4,5,6-tetrahydropyridazine-3-carboxamide